4-(2-cyanoprop-2-yl)-N-(3,4-difluoro-5-(7-((4-methoxybenzyl)(methyl)amino)-1,6-naphthyridin-3-yl)phenyl)pyridineamide C(#N)C(C)(C)C1=CC(=NC=C1)C(=O)NC1=CC(=C(C(=C1)C=1C=NC2=CC(=NC=C2C1)N(C)CC1=CC=C(C=C1)OC)F)F